N-[(dimethylcarbamoyl)methyl]-4-hydroxy-3-{5-[4-(trifluoromethoxy)phenyl]-1H,2H,3H,4H,5H,6H-pyrrolo[3,4-c]pyrrol-2-yl}butanamide CN(C(=O)CNC(CC(CO)N1CC=2CN(CC2C1)C1=CC=C(C=C1)OC(F)(F)F)=O)C